NCCOCCOCCNC1=CC(=C(C=C1)N1N=C(C=C1C1=C(C=CC=C1OC)OC)C(=O)NC1(C2CC3CC(CC1C3)C2)C(=O)OC(C)(C)C)C(C)C tert-butyl 2-(1-(4-((2-(2-(2-aminoethoxy)ethoxy)ethyl)amino)-2-isopropylphenyl)-5-(2,6-dimethoxyphenyl)-1H-pyrazole-3-carboxamido)adamantane-2-carboxylate